C(C)OC(=O)C1=C(N=CS1)C(=O)O 5-(Ethoxycarbonyl)thiazole-4-carboxylic acid